C(C)N(C1=NC=2N(C(=N1)N(CCO)CCC1=CC=CC=C1)N=CN2)CC 2-((5-(diethylamino)-[1,2,4]triazolo[1,5-a][1,3,5]triazin-7-yl)(phenylethyl)amino)ethan-1-ol